CC(C=O)C(C(C)C)=O 2,4-dimethyl-1,3-pentanedione